3-tertiary butylphenol C(C)(C)(C)C=1C=C(C=CC1)O